2-bromo-1-(3,3-difluorocyclobutyl)ethan-1-one BrCC(=O)C1CC(C1)(F)F